IC1=CC=C(CN2CCCC2)C=C1 1-(4-iodobenzyl)pyrrolidine